C(=O)C=1SC=C(C1C(=O)NC)C 2-formyl-N,4-dimethylthiophene-3-carboxamide